(S)-4-amino-1,7-dimethyl-N-(1-methyl-1H-pyrazol-4-yl)-N-(6-(trifluoromethyl)-2,3-dihydrobenzofuran-3-yl)imidazo[1,5-a]quinoxaline-8-carboxamide NC=1C=2N(C3=CC(=C(C=C3N1)C)C(=O)N([C@@H]1COC3=C1C=CC(=C3)C(F)(F)F)C=3C=NN(C3)C)C(=NC2)C